(E)-N-(4-(4-((2-(2-fluoro-4-(trifluoromethyl)styryl)oxazol-4-yl)methoxy)Phenyl)butyl)carboxamide FC1=C(/C=C/C=2OC=C(N2)COC2=CC=C(C=C2)CCCCNC=O)C=CC(=C1)C(F)(F)F